C[C@]12CC3(CC(C[C@@](C1)(C3)C)C2)NC(NC2=C(C=C(C(=O)N3CCC(CC3)C(=O)NCC(C)O)C=C2)F)=O (4-(3-((1r,3R,5S,7r)-3,5-dimethyladamantan-1-yl)ureido)-3-fluorobenzoyl)-N-(2-hydroxypropyl)piperidine-4-carboxamide